1,3-di(4-phenoxybenzoyl)benzene O(C1=CC=CC=C1)C1=CC=C(C(=O)C2=CC(=CC=C2)C(C2=CC=C(C=C2)OC2=CC=CC=C2)=O)C=C1